3-[2,5-difluoro-4-(1H-pyrazol-4-yl)phenyl]-N-methyl-N-(piperidin-4-yl)[1,3]thiazolo[4,5-c]pyridazin-6-amine formate salt C(=O)O.FC1=C(C=C(C(=C1)C=1C=NNC1)F)C1=CC2=C(N=N1)N=C(S2)N(C2CCNCC2)C